NC=1N=C2N(C=C(C=C2)C2=C3C=NNC3=C(C(=C2Cl)F)SC)C1C(=O)[C@H]1[C@H](C1)F (2-amino-6-(5-chloro-6-fluoro-7-(methylsulfanyl)-1H-indazol-4-yl)imidazo[1,2-a]pyridin-3-yl)((1s,2s)-2-fluorocyclopropyl)methanone